C[C@@H]1N2[C@@H](CC3=C1NC=1C=CC=CC31)C(N(CC2=O)/N=C/C2=CC=C(C=C2)C(F)(F)F)=O (6S,12aS)-6-methyl-2-((E)-(4-trifluoromethylphenyl)methyleneamino)-2,3,12,12a-tetrahydropyrazino[1',2':1,6]pyrido[3,4-b]indole-1,4(6H,7H)-dione